C(#C)C=1C=C2C=CC(=CC2=CC1)OCCCO 3-[(6-ethynyl-2-naphthyl)oxy]-propan-1-ol